diethyl (trimethylsilyl)thiophosphate C[Si](C)(C)S=P(OCC)(OCC)[O-]